4-(4-(3-carbamoyl-5-methyl-1H-1,2,4-triazol-1-yl)-5-fluoropyrimidin-2-yl)piperazine-1-carboxylic acid tert-butyl ester C(C)(C)(C)OC(=O)N1CCN(CC1)C1=NC=C(C(=N1)N1N=C(N=C1C)C(N)=O)F